6-[6-[3-(benzyloxycarbonylamino)phenyl]-7-[4-fluoro-2-(2-methoxyethoxy)phenyl]thieno[3,2-c]pyridin-4-yl]-3,4-dihydro-1H-isoquinoline-2-carboxylic acid tert-butyl ester C(C)(C)(C)OC(=O)N1CC2=CC=C(C=C2CC1)C1=NC(=C(C2=C1C=CS2)C2=C(C=C(C=C2)F)OCCOC)C2=CC(=CC=C2)NC(=O)OCC2=CC=CC=C2